F[P-](F)(F)(F)(F)F.C(C)(C)(C)OC(CNC)=O N-methyl-glycine tert-butyl ester hexafluorophosphate